C(CCC)OC(=O)C1CN(CCC1)C(=O)C=1C(N(C(N(N1)C1=CC(=C(C=C1)C)C)=O)CC1=CC(=CC=C1)F)=O 1-(2-(3,4-dimethylphenyl)-4-(3-fluorobenzyl)-3,5-dioxo-2,3,4,5-tetrahydro-1,2,4-triazine-6-carbonyl)piperidine-3-carboxylic acid butyl ester